CC1(OB(OC1(C)C)C1=NN(C=C1)COCC[Si](C)(C)C)C 4,4,5,5-tetramethyl-1,3,2-dioxaborolan-2-yl-1-{[2-(trimethylsilyl)ethoxy]methyl}-1H-pyrazole